C(C)OC(CC1CN(CC1)C1=C(C=C(C=C1F)C1=NC(=CC(=N1)OCC(C)C)C)F)=O {1-[2,6-difluoro-4-(4-isobutoxy-6-methyl-pyrimidin-2-yl)-phenyl]-pyrrolidin-3-yl}-acetic acid ethyl ester